C(CCCCCCCCCCC)NCCN1CCN(CC1)CCN(CCCCCCCCCCCC)CCCCCCCCCCCC N1,N4,N4-tridodecyl-1,4-piperazinediethanamine